ClC=1C=C2C(=CN1)N(N=C2C2=COC=C2)C2OCCCC2 5-chloro-3-(furan-3-yl)-1-(tetrahydro-2H-pyran-2-yl)-1H-pyrazolo[3,4-c]pyridine